CN[C@@H](CC1=CNC2=CC=C(C=C12)O)C(=O)O N-methyl-5-hydroxytryptophan